BrC1=C(SC=C1)C(C)OCCS 2-(1-(3-bromothiophen-2-yl)ethoxy)ethane-1-thiol